OCC1=C(CCCC1)CCCCC hydroxymethyl-amyl-cyclohexene